N-(5-Cyano-6-(2H-1,2,3-triazol-2-yl)pyridin-3-yl)-1-(2-methylthieno[3,2-b]-pyridin-7-yl)-5-(trifluoromethyl)-1H-pyrazol-4-carboxamid C(#N)C=1C=C(C=NC1N1N=CC=N1)NC(=O)C=1C=NN(C1C(F)(F)F)C1=C2C(=NC=C1)C=C(S2)C